FC1=C(C=CC=C1)C1=C2N=C(C(=NC2=CC=C1)C(=O)N)CC=1SC(=CC1)C1=CC(=C(C=C1)OC(C)C)C (2-fluorophenyl)-((5-(4-isopropoxy-3-methylphenyl)thiophen-2-yl)methyl)quinoxaline-2-carboxamide